(S,E)-(3-(2-(Thiophen-2-yl)vinyl)-1H-pyrazol-1-yl)methyl 2-hydroxypropanoate O[C@H](C(=O)OCN1N=C(C=C1)\C=C\C=1SC=CC1)C